N1C=C(C2=CC=CC=C12)C(C(N(C([2H])([2H])[2H])C([2H])([2H])[2H])[2H])([2H])[2H] 2-(1H-indol-3-yl)-N,N-bis(methyl-d3)ethan-1-amine-1,2,2-d3